(6-bromopyridin-3-yl)(piperidin-4-yl)methanone BrC1=CC=C(C=N1)C(=O)C1CCNCC1